lanthanum-cobalt-iron-manganese oxide [O-2].[Mn+2].[Fe+2].[Co+2].[La+3]